(R)-tert-butyl 1-(4-fluorophenyl)-4a-(R/S)-(hydroxy (pyridin-2-yl)methyl)-4a,5,7,8-tetrahydro-1H-pyrazolo[3,4-g]isoquinoline-6(4H)-carboxylate FC1=CC=C(C=C1)N1N=CC2=C1C=C1CCN(C[C@]1(C2)[C@H](C2=NC=CC=C2)O)C(=O)OC(C)(C)C |&1:18|